9-(oxetan-3-yl)-3,9-diazaspiro[5.5]undecane O1CC(C1)N1CCC2(CCNCC2)CC1